ClC1=CC(=C(C=C1)C1=CC=C(N=N1)N([C@@H]1[C@@H]([C@H]2CC[C@@H](C1)N2C(=O)OC(C)(C)C)F)C)OCOC tert-butyl (1R,2S,3S,5S)-3-((6-(4-chloro-2-(methoxymethoxy)phenyl)pyridazin-3-yl)(methyl)amino)-2-fluoro-8-azabicyclo[3.2.1]octane-8-carboxylate